C1CCC(CC1)P(C2CCCCC2)C3CCCC3.C1CCC(CC1)P(C2CCCCC2)C3CCCC3.[Fe] 1,1-bis(dicyclohexylphosphino)ferrocene